C(C)(C)(C)OC(=O)N1CC(C1)N(C)C=1N(C(=CN1)C)C.[Si](C)(C)(C(C)(C)C)OCCCOC1=C(C(=NC=C1)C(=C)C)[N+](=O)[O-] 4-(3-((tert-butyldimethylsilyl)oxy)propoxy)-3-nitro-2-(prop-1-en-2-yl)Pyridine tert-butyl-3-((1,5-dimethyl-1H-imidazol-2-yl)(methyl)amino)azetidine-1-carboxylate